NC1=NC(N(C=C1F)[C@H]1CS[C@H](O1)CO)=O 4-amino-5-fluoro-1-[(2S,5R)-2-(hydroxymethyl)-1,3-oxathiolan-5-yl]-1,2-dihydropyrimidin-2-one